(S)-4-amino-1-(1-(3-hydroxypropionyl)piperidin-3-yl)-3-(4-phenoxyphenyl)-1H-imidazo[4,5-c]pyridin-2(3H)-one NC1=NC=CC2=C1N(C(N2[C@@H]2CN(CCC2)C(CCO)=O)=O)C2=CC=C(C=C2)OC2=CC=CC=C2